decane-1,3,7-tricarboxylate C(CC(CCCC(CCC)C(=O)[O-])C(=O)[O-])C(=O)[O-]